NCC(=O)N[C@H](CO)C(=O)O glycyl-D-serine